trans-3-(butylamino)-8-chloro-5-(4-hydroxycyclohexyl)pyrimido[4,5-c]isoquinolin-6(5H)-oneAt C(CCC)NC1=NC(=C2C(N(C(C=3C=C(C=CC23)Cl)=O)[C@@H]2CC[C@H](CC2)O)=N1)C(=O)[O-]